3-(trimethylsilyl)propiolaldehyde C[Si](C#CC=O)(C)C